FC=1C=CC2=C([C@H](OCCC2)[C@H]2NCCC2)C1 (S)-2-((S)-8-fluoro-1,3,4,5-tetrahydrobenzo[c]oxepin-1-yl)pyrrolidine